BrC=1C=CC2=C(C(=CO2)C[C@H](C(=O)O)[C@@H]2CN(CC2)C(=O)OC(C)(C)C)C1 (S)-3-(5-bromobenzofuran-3-yl)-2-((R)-1-(tert-butoxycarbonyl)pyrrolidin-3-yl)propanoic acid